NC=1C=C(C=NC1)[C@H]1N([C@H](CCC1)C)C(=O)OC(C)(C)C tert-butyl (2S,6S)-2-(5-aminopyridin-3-yl)-6-methylpiperidine-1-carboxylate